C(C)(C)(C)OC(=O)N1CC(CC(CC1)SCC1=NC2=CC(=CC(=C2C(N1)=O)F)NC1CCCC1)F 5-(((7-(cyclopentylamino)-5-fluoro-4-oxo-3,4-dihydroquinazolin-2-yl)methyl)thio)-3-fluoroazepan-1-carboxylic acid tert-butyl ester